C1NCCC2=CC=CC=C12 dihydro-1H-isoquinolin